[Cl-].CC(C)(CC(C)(C)C)N1C=[N+](C2=C1C=CC=C2)C(C)(CC(C)(C)C)C 1,3-bis(2,4,4-trimethylpentan-2-yl)-1H-benzo[d]imidazol-3-ium chloride